7-(8-ethylnaphthalen-1-yl)-4-(3-(4-methyl-4H-1,2,4-triazol-3-yl)pyrrolidin-1-yl)-2-((tetrahydro-1H-pyrrolizin-7a(5H)-yl)methoxy)-5,6,7,8-tetrahydropyrido[3,4-d]pyrimidine C(C)C=1C=CC=C2C=CC=C(C12)N1CC=2N=C(N=C(C2CC1)N1CC(CC1)C1=NN=CN1C)OCC12CCCN2CCC1